ClC=1C=C(C(=O)NC23CC(C2)(C3)[C@@H](C(=O)NC3=CC(=C(C=C3)F)Cl)C)C=CC1Cl (S)-3,4-dichloro-N-(3-(1-((3-chloro-4-fluorophenyl)amino)-1-oxopropan-2-yl)bicyclo[1.1.1]pentan-1-yl)benzamide